2-(6-((1S,6S)-2,5-diazabicyclo[4.2.0]octan-2-yl)-2-(3,6-dihydro-2H-pyran-4-yl)-5-ethyl-7-oxo-[1,2,4]triazolo[1,5-a]pyrimidin-4(7H)-yl)-N-(2-chloro-4-(trifluoromethyl)phenyl)acetamide [C@H]12N(CCN[C@H]2CC1)C1=C(N(C=2N(C1=O)N=C(N2)C=2CCOCC2)CC(=O)NC2=C(C=C(C=C2)C(F)(F)F)Cl)CC